ClC1=C(C=CC=C1C1=CC=C(C(=N1)OC)CN(C(OC(C)(C)C)=O)C[C@H]1NC(CC1)=O)C1=C(C(=CC=C1)C1=CC=C2C(=N1)NC(=C2Cl)C=O)Cl tert-Butyl (S)-((6-(2,2'-dichloro-3'-(3-chloro-2-formyl-1H-pyrrolo[2,3-b]pyridin-6-yl)-[1,1'-biphenyl]-3-yl)-2-methoxypyridin-3-yl)methyl)((5-oxopyrrolidin-2-yl)methyl)carbamate